OC=1C=C2C3=C(NC2=CC1)[C@]1([C@H]2N(CC3)C[C@H](C2)C1)C#N (2S,12S,12aS)-8-hydroxy-1,2,3,6,11,12a-hexahydro-2,12-methanopyrrolo[1',2':1,2]azepino[4,5-b]indole-12(5H)-carbonitrile